C=CCCCCCCCCCCCCCCCCCCCCCCCCCCCCC Hentriacont-1-ene